N-(5,5-difluoro-1-methylpiperidin-3-yl)-2-methyl-5-((4-methylthiazol-5-yl)methoxy)benzofuran FC1(CC(CN(C1)C)N1CSC(=C1C)COC=1C=CC2=C(C=C(O2)C)C1)F